3-(5-(3-fluoro-5-(6-isopropylimidazo[1,2-a]pyridine-3-carboxamido)-4-methylphenyl)-1,2,4-oxadiazol-3-yl)azetidine-1-carboxylic acid methyl ester COC(=O)N1CC(C1)C1=NOC(=N1)C1=CC(=C(C(=C1)NC(=O)C1=CN=C2N1C=C(C=C2)C(C)C)C)F